ClC=1C=NN2C1N=C(C=C2N[C@@H]2C[C@H](CC2)N)C(CC)CC (1S,3S)-N1-(3-chloro-5-(pentan-3-yl)pyrazolo[1,5-a]pyrimidin-7-yl)cyclopentane-1,3-diamine